2-Bromo-N-(o-tolyl)acrylamide BrC(C(=O)NC1=C(C=CC=C1)C)=C